N-(2-Amino-1-(4-(hydroxymethyl)thiazol-2-yl)ethyl)-5-(2-methoxypyridin-4-yl)-1H-pyrrole-2-carboxamide NCC(C=1SC=C(N1)CO)NC(=O)C=1NC(=CC1)C1=CC(=NC=C1)OC